3-((R)-3-(1-(tert-butoxycarbonyl)azetidin-3-yl)piperidin-1-yl)-1-methylcyclopentane-1-carboxylic acid C(C)(C)(C)OC(=O)N1CC(C1)[C@@H]1CN(CCC1)C1CC(CC1)(C(=O)O)C